(S)-1-(1-(Cyclopropylmethyl)piperidin-3-yl)-6-isopropyl-5-(8-methoxy-[1,2,4]triazolo[1,5-a]pyridin-6-yl)-1,3-dihydro-2H-benzo[d]imidazol-2-on C1(CC1)CN1C[C@H](CCC1)N1C(NC2=C1C=C(C(=C2)C=2C=C(C=1N(C2)N=CN1)OC)C(C)C)=O